FC=1C=C2CN(CC2=CC1F)C(CNC12CC3(CC(CC(C1)C3)C2)NC(OCCOCCNC(CCCCC2SCC3NC(NC32)=O)=O)=O)=O 2-(2-(5-(2-oxohexahydro-1H-thieno[3,4-d]imidazol-4-yl)pentanamido)ethoxy)ethyl (3-((2-(5,6-difluoroisoindolin-2-yl)-2-oxoethyl)amino)adamantan-1-yl)carbamate